(R)-1-(1-naphthyl)-1-ethylamine C1(=CC=CC2=CC=CC=C12)[C@@H](C)N